O1CCN(CC1)C=1C=CC2=C(SC(=C2)C(=O)O)C1 6-Morpholinobenzo[b]thiophene-2-carboxylic acid